C(C)(C)C1=CC=C2SC=3C=CC(=CC3C(C2=C1)=O)[S+](C1=CC=C(C=C1)C)C1=CC=C(C=C1)C 7-isopropyl-9-oxo-10-thia-9,10-dihydroanthracen-2-yldi-p-tolylsulfonium